IC1=C(OC(=C1C)C(F)(F)F)C(=O)O 3-iodo-4-methyl-5-(trifluoromethyl)furan-2-carboxylic acid